3-(5-(((1R,2S)-2-((naphthalen-2-ylmethyl)amino)cyclohexyl)methyl)-1-oxoisoindolin-2-yl)piperidine-2,6-dione C1=C(C=CC2=CC=CC=C12)CN[C@@H]1[C@H](CCCC1)CC=1C=C2CN(C(C2=CC1)=O)C1C(NC(CC1)=O)=O